5-methoxy-pyridazin-3-amine COC=1C=C(N=NC1)N